(2-methoxy-6-(pyrimidin-2-yl)phenyl)((1S,4R,6R)-6-((5-(trifluoromethyl)pyridin-2-yl)oxy)-2-azabicyclo[2.2.1]heptan-2-yl)methanone COC1=C(C(=CC=C1)C1=NC=CC=N1)C(=O)N1[C@@H]2[C@@H](C[C@H](C1)C2)OC2=NC=C(C=C2)C(F)(F)F